ClC1=C(C=C(C=C1)C=1CCSC2=C(C1C1=CC=C(C=C1)O[C@@H]1CN(CC1)CCCF)C=CC(=C2)OS(=O)(=O)C(F)(F)F)C trifluoromethanesulfonic acid [4-(4-chloro-3-methyl-phenyl)-5-[4-[(3S)-1-(3-fluoropropyl) pyrrolidin-3-yl] oxyphenyl]-2,3-dihydro-1-benzothiepin-8-yl] ester